2-(4-(1H-Pyrazol-3-yl)phenoxy)-5-chloro-3-fluoropyridine N1N=C(C=C1)C1=CC=C(OC2=NC=C(C=C2F)Cl)C=C1